BrC1=NC=C(C=C1)OC(C)(C#C)C 2-Bromo-5-((2-methylbut-3-yn-2-yl)oxy)pyridine